8-(3-nitrophenyl)pyrido[3,4-d]Pyrimidine-2,4-diol [N+](=O)([O-])C=1C=C(C=CC1)C1=NC=CC2=C1N=C(N=C2O)O